ClC=1C=CC(=C2C=CC(=NC12)NC=1C(=CC(=CC1)OC(F)(F)F)N)OCCN1CCOCC1 N1-(8-chloro-5-(2-morpholinoethoxy)quinolin-2-yl)-4-(trifluoromethoxy)benzene-1,2-diamine